N-octyl-α-heptadecylnitrone C(CCCCCCC)[N+](=CCCCCCCCCCCCCCCCCC)[O-]